methyl 7-(1-(adamantan-1-ylmethyl)-5-methyl-1H-pyrazol-4-yl)-3-((2-(benzo[d]thiazol-2-ylcarbamoyl)phenyl)amino)imidazo[1,2-a]pyridine-8-carboxylate C12(CC3CC(CC(C1)C3)C2)CN2N=CC(=C2C)C2=C(C=3N(C=C2)C(=CN3)NC3=C(C=CC=C3)C(NC=3SC2=C(N3)C=CC=C2)=O)C(=O)OC